CC1=CC(=C(C=C1C)C)C 2,3,5,6-tetra-methyl-benzene